7,8-dibromo-5-methylimidazo[2,1-f]pyrimidine BrC=1N=C(N2C(C1Br)=NC=C2)C